C(C)(=O)N1CCC(CC1)N1CCC(CC1)NC1=C2C=C(N(C2=CC=C1)CC(F)(F)F)C#CCNC=1C=CC(=NC1)C(C#N)(C)C 2-(5-{[3-(4-{[1-(1-acetylpiperidin-4-yl)piperidin-4-yl]amino}-1-(2,2,2-trifluoroethyl)-1H-indol-2-yl)prop-2-yn-1-yl]amino}pyridin-2-yl)-2-methylpropanenitrile